N-(8-amino-6-(7-methyl-3H-imidazo[4,5-b]pyridin-6-yl)isoquinolin-3-yl)-2-fluorocyclopropane-1-carboxamide NC=1C=C(C=C2C=C(N=CC12)NC(=O)C1C(C1)F)C=1C(=C2C(=NC1)NC=N2)C